1-chloro-7-fluoroisoquinolin-5-amine ClC1=NC=CC=2C(=CC(=CC12)F)N